OC[C@@H](CC1=CC(=CC=C1)OC)NC(OC(C)(C)C)=O tert-Butyl (R)-(1-hydroxy-3-(3-methoxyphenyl)propan-2-yl)carbamate